ClC1=NSC(=C1Cl)C(=O)OCC ethyl 3,4-dichloroisothiazole-5-carboxylate